C1(CC1)S(=O)(=O)N(C1=CC=2OC(C(=CC2S1)C(=O)O)=O)C 2-(Cyclopropanesulfonyl-methyl-amino)-5-oxo-5H-thieno[3,2-b]pyran-6-carboxylic acid